N-(4-((4-([1,2,4]triazolo[1,5-a]pyridin-7-yloxy)-5-fluoro-2-methoxyphenyl)amino)-7-methoxyquinazolin-6-yl)-2-fluoro-3-(1-(methyl-d3)pyrrolidin-2-yl)acrylamide N=1C=NN2C1C=C(C=C2)OC2=CC(=C(C=C2F)NC2=NC=NC1=CC(=C(C=C21)NC(C(=CC2N(CCC2)C([2H])([2H])[2H])F)=O)OC)OC